COC(=O)C1=NC(=NC(=C1)NC1CN(C1)C(C)=O)C1=CN=CS1 6-((1-acetylazetidin-3-yl)amino)-2-(thiazol-5-yl)pyrimidine-4-carboxylic acid methyl ester